methyl 3-[bis(tert-butoxycarbonyl)amino]-6-bromo-5-methylsulfonyl-pyridine-2-carboxylate C(C)(C)(C)OC(=O)N(C=1C(=NC(=C(C1)S(=O)(=O)C)Br)C(=O)OC)C(=O)OC(C)(C)C